3-piperidinesulfonyl-aniline 2'-O-methyl-guanosine-3'-phosphorothioate P(O)(O)(=S)O[C@H]1[C@H]([C@@H](O[C@@H]1CO)N1C=NC=2C(=O)NC(N)=NC12)OC.N1(CCCCC1)S(=O)(=O)C=1C=C(N)C=CC1